5-[4-[4-[[tert-butyl(dimethyl)silyl]oxy-methyl]phenyl]-1-piperidyl]pyridin-2-amine [Si](C)(C)(C(C)(C)C)OCC1=CC=C(C=C1)C1CCN(CC1)C=1C=CC(=NC1)N